O=C(CCOC[C@H](C)NC1=C(C(NN=C1)=O)C(F)(F)F)N1CCN(CC1)C1=NC=C(C=C1)C(F)(F)F 5-[[(2S)-1-(3-Oxo-3-[4-[5-(trifluoromethyl)pyridin-2-yl]piperazin-1-yl]propoxy)propan-2-yl]amino]-4-(trifluoromethyl)-2,3-dihydropyridazin-3-one